1,3-dimethylpiperazine dihydrochloride Cl.Cl.CN1CC(NCC1)C